methyl-N1,N2-dimethylethane-1,2-diamine CC(CNC)NC